CC(=CCC/C(=C/CC/C(=C/CC/C(=C/CC/C(=C/CC/C(=C/CC/C(=C/CC/C(=C/COP(=O)(O)OP(=O)(O)O)/C)/C)/C)/C)/C)/C)/C)C octaprenyl pyrophosphate